5-hydroxy-4'-methyl-1,6-dihydro-[1,1'-biphenyl]-3(2H)-one OC1=CC(CC(C1)C1=CC=C(C=C1)C)=O